[trans-4-(8'-bromo-4'H,6'H-spiro[1,3-dioxolane-2,5'-[1,2,4]triazolo[4,3-a][1]benzazepin]-1'-yl)cyclohexyl](piperidin-1-yl)methanone BrC=1C=CC2=C(CC3(CC=4N2C(=NN4)[C@@H]4CC[C@H](CC4)C(=O)N4CCCCC4)OCCO3)C1